ClC1=NC(=CC2=C1C=NN2CF)Cl 4,6-dichloro-1-(fluoromethyl)-1H-pyrazolo[4,3-c]pyridine